[Si](C)(C)(C(C)(C)C)O[C@H]1[C@@H]([C@H](N(C1)C(C)=O)CN1N=CC=2C1=NC(=NC2)Cl)C 1-[(2S,3R,4S)-4-[tert-butyl(dimethyl)silyl]oxy-2-[(6-chloropyrazolo[3,4-d]pyrimidin-1-yl)methyl]-3-methyl-pyrrolidin-1-yl]ethanone